3,3-difluoro-1-(trifluoromethyl)cyclobutane-1-carboxylic acid FC1(CC(C1)(C(=O)O)C(F)(F)F)F